C(C)(C)(C)N1CCN(CC1)CCCOC=1C=C2C(=CC=NC2=CC1)C(NCC(=O)N1[C@@H](CC(C1)(F)F)C#N)=O (S)-tert-butyl-4-(3-((4-((2-(2-cyano-4,4-difluoropyrrolidin-1-yl)-2-oxoethyl)carbamoyl)quinolin-6-yl)oxy)propyl)piperazine